7-iodo-4-methyl-3,4-dihydrothieno[2,3-f][1,4]thiazepine-5(2H)-thione 1,1-dioxide IC1=CC2=C(C(N(CCS2(=O)=O)C)=S)S1